O1CCN(CC1)C(C[C@H](C(=O)N[C@@H](CCCC1=CC=CC=C1)B(O)O)NC(=O)O[C@@H]1COCC1)=O ((R)-1-((R)-4-morpholino-4-oxo-2-(((((S)-tetrahydrofuran-3-yl)oxy)carbonyl)amino)butanamido)-4-phenylbutyl)boronic acid